5-fluoro-4-imino-3-methyl-1-cosyl-3,4-dihydropyrimidin-2(1H)-one FC=1C(N(C(N(C1)CCCCCCCCCCCCCCCCCCCC)=O)C)=N